3-FLUORO-5-FORMYLPYRIDINE FC=1C=NC=C(C1)C=O